5-((4-((8-(4-(2-(4-((2-acetylpyrimidin-4-yl)methoxy)phenyl)propan-2-yl)phenoxy)octyl)oxy)butyl)amino)-2-(2,6-dioxopiperidin-3-yl)isoindoline-1,3-dione C(C)(=O)C1=NC=CC(=N1)COC1=CC=C(C=C1)C(C)(C)C1=CC=C(OCCCCCCCCOCCCCNC=2C=C3C(N(C(C3=CC2)=O)C2C(NC(CC2)=O)=O)=O)C=C1